(3s,5s)-5-(5-fluoro-2-methoxyphenyl)pyrrolidin-3-ol FC=1C=CC(=C(C1)[C@@H]1C[C@@H](CN1)O)OC